methyl 2-((1R,4R)-4-((R)-4-(tert-Butoxycarbonyl)-2-(methoxymethyl) piperazin-1-yl) cyclohexyl)-5-nitro-2H-indazole-6-carboxylate C(C)(C)(C)OC(=O)N1C[C@@H](N(CC1)C1CCC(CC1)N1N=C2C=C(C(=CC2=C1)[N+](=O)[O-])C(=O)OC)COC